CN(CCN(C1=NC=C(C(=O)N)C(=C1)C#C)C)C 6-((2-(Dimethylamino)ethyl)(methyl)amino)-4-ethynylnicotinamide